C(C)(C)(C)C1=CC=C(C(=O)OC)C=C1 Methyl 4-(tert-butyl)benzoate